CCCCCCN(O)CC(C)O 6-hexyl-2-hydroxyl-propylhydroxylamine